C(CCOCCOCCOCCOCCOCCCC1=C2CN(C(C2=CC=C1)=O)C1C(N(C(CC1)=O)C(=O)OC(C)(C)C)=O)C1=C2CN(C(C2=CC=C1)=O)C1C(N(C(CC1)=O)C(=O)OC(C)(C)C)=O Di-tert-butyl 3,3'-((4,7,10,13,16-pentaoxanonadecane-1,19-diyl)bis(1-oxoisoindoline-4,2-diyl))bis(2,6-dioxopiperidine-1-carboxylate)